N1=CC=C(C=C1)CN1N=C(N=N1)C1=CC=C(CCNC2=NC=3N(C(=N2)N)N=C(N3)C=3OC=CC3)C=C1 N5-(4-(2-(pyridin-4-ylmethyl)-2H-tetrazol-5-yl)phenethyl)-2-(furan-2-yl)-[1,2,4]triazolo[1,5-a][1,3,5]triazine-5,7-diamine